2-chloro-N-(naphthalen-1-yl)acetamide ClCC(=O)NC1=CC=CC2=CC=CC=C12